ethyl 2-chloro-4-iodopyrrolo[1,2-a]pyrimidine-8-carboxylate ClC1=NC=2N(C(=C1)I)C=CC2C(=O)OCC